C(C)C1(OCCC2=C1NC1=C(C=CC=C21)CC)CC(=O)OCN2C=CC1=C2N=CN=C1N(C)[C@H]1CN(CC[C@H]1C)C(CC#N)=O (4-(((3R,4R)-1-(2-cyanoacetyl)-4-methylpiperidin-3-yl)(methyl)amino)-7H-pyrrolo[2,3-d]pyrimidin-7-yl)methyl 2-(1,8-diethyl-1,3,4,9-tetrahydropyrano[3,4-b]indol-1-yl)acetate